3-methyl-7-(4,4,5,5-tetramethyl-[1,3,2]dioxaborolan-2-yl)-1H-indole CC1=CNC2=C(C=CC=C12)B1OC(C(O1)(C)C)(C)C